C(C)(C)(C)N[C@H]1CN(CC1)C=1N=CC(=NC1)C1=CC2=C(N=C(O2)C)C(=C1O)C 6-{5-[(3R)-3-(tert-butylamino)pyrrolidin-1-yl]pyrazin-2-yl}-2,4-dimethyl-1,3-benzoxazol-5-ol